NCCOC1=CC(=NC(=C1)C(=O)NC1=NC2=CC=CC=C2C(=C1)OCCN)C(=O)NC1=NC2=CC=CC=C2C(=C1)OCCN 4-(2-Aminoethoxy)-N2,N6-bis(4-(2-aminoethoxy)quinolin-2-yl)pyridine-2,6-dicarboxamide